BrC=1C=C2C(=NNC2=CC1)C(=O)NC1=CC(=CC=C1)Br 5-bromo-N-(3-bromophenyl)-1H-indazole-3-carboxamide